2,5-cyclohexadien-1-imine C1(C=CCC=C1)=N